(+)-(2R,5S)-4-[4-cyano-3-(trifluoromethyl)phenyl]-2,5-dimethyl-N-[6-(trifluoromethyl)pyridin-3-yl]piperazine-1-carboxamide C(#N)C1=C(C=C(C=C1)N1C[C@H](N(C[C@@H]1C)C(=O)NC=1C=NC(=CC1)C(F)(F)F)C)C(F)(F)F